((S)-2-(4-chlorophenyl)-1-(4-((5r,7r)-7-hydroxy-5-methyl-6,7-dihydro-5H-cyclopenta[d]pyrimidin-4-yl)piperazin-1-yl)-3-(isopropylamino)propan-1-one) ClC1=CC=C(C=C1)[C@H](C(=O)N1CCN(CC1)C=1C2=C(N=CN1)[C@@H](C[C@H]2C)O)CNC(C)C